The molecule is a 3-hydroxy fatty acyl-CoA(4-) arising from deprotonation of the phosphate and diphosphate functions of 3-hydroxyicosanoyl-CoA. It is a 3-hydroxy fatty acyl-CoA(4-), an 11,12-saturated fatty acyl-CoA(4-) and a long-chain fatty acyl-CoA(4-). It is a conjugate base of a 3-hydroxyicosanoyl-CoA. CCCCCCCCCCCCCCCCCC(CC(=O)SCCNC(=O)CCNC(=O)[C@@H](C(C)(C)COP(=O)([O-])OP(=O)([O-])OC[C@@H]1[C@H]([C@H]([C@@H](O1)N2C=NC3=C(N=CN=C32)N)O)OP(=O)([O-])[O-])O)O